FC(OC1=C(C=C(C=C1)C)[C@H]1CCN2N1C=1C=C(C(=CC1C2=O)F)C=2C=NC(=NC2)C(C)(C)O)F (R)-3-(2-(difluoromethoxy)-5-methylphenyl)-7-fluoro-6-(2-(2-hydroxypropan-2-yl)pyrimidin-5-yl)-2,3-dihydropyrazolo[1,2-a]indazol-9(1H)-one